C(C)O/C=C/B1OC(C(O1)(C)C)(C)C 2-[(E)-2-ethoxyvinyl]-4,4,5,5-tetramethyl-1,3,2-dioxaborolan